NCCN(C1=C(C=C(C=C1)NC=1N=C(C2=C(N1)SC=C2C)NC2(CC2)C)NC(C)=O)C N-(2-((2-aminoethyl)(methyl)amino)-5-((5-methyl-4-((1-methylcyclopropyl)amino)thieno[2,3-d]pyrimidine-2-yl)amino)phenyl)acetamide